BrC1=C(C=CC(=C1)OCC(OCC)OCC)F 2-bromo-4-(2,2-diethoxyethoxy)-1-fluorobenzene